2-[5-(2,8-dimethylimidazo[1,2-a]pyridin-6-yl)-6-isopropyl-2-pyridyl]-1,3,4,6,7,8,9,9a-octahydropyrazino[1,2-a]pyrazine CC=1N=C2N(C=C(C=C2C)C=2C=CC(=NC2C(C)C)N2CC3N(CC2)CCNC3)C1